C(C1=CC=CC=C1)OC(=O)N1CCN(CC1)CCOC1=CC(=CC=C1)N1C2CN(CC1CC2)C2=C(N=NC(=C2)Cl)N.CN(CCO)CCO N-methyl-diethanolamine benzyl-4-[2-[3-[3-(3-amino-6-chloro-pyridazin-4-yl)-3,8-diazabicyclo[3.2.1]octan-8-yl]phenoxy]ethyl]piperazine-1-carboxylate